4-(4-((1r,5s)-1-amino-3-azabicyclo[3.1.0]hexane-3-yl)-8-fluoro-2-(((2r,7as)-2-fluorohexahydro-1H-pyrrolizin-7a-yl)methoxy)pyrido[4,3-d]pyrimidin-7-yl)-5-ethynyl-6-fluoronaphthalen-2-ol N[C@]12CN(C[C@@H]2C1)C=1C2=C(N=C(N1)OC[C@]13CCCN3C[C@@H](C1)F)C(=C(N=C2)C2=CC(=CC1=CC=C(C(=C21)C#C)F)O)F